N-(cyclopropylmethyl)-2-hydrazino-7-nitro-N-phenylquinazolin-4-amine C1(CC1)CN(C1=NC(=NC2=CC(=CC=C12)[N+](=O)[O-])NN)C1=CC=CC=C1